4-ethynyl-1-(tetrahydrofuran-3-yl)-1H-pyrazole C(#C)C=1C=NN(C1)C1COCC1